C1NC2=C(C=N1)SC=C2 dihydrothieno[3,2-d]pyrimidine